2-[3-chloro-5-(trifluoromethyl)piperidin-2-yl]ethanamine ClC1C(NCC(C1)C(F)(F)F)CCN